CO[C@H]1[C@@H](COCC1)N trans-4-methoxytetrahydro-2H-pyran-3-amine